C(C=C)C(COCCOCCOCCOCCO)(CC=C)O diallyl-pentaethylene glycol